C(C1=CC=CC=C1)N1N=CC2=CC=C(C=C12)OC=1N=C(C2=C(N1)C=NC=C2)O 2-(1-benzyl-1H-indazol-6-yloxy)-pyrido[3,4-d]pyrimidine-4-ol